S([O-])(O)(=O)=O.[NH+]=1NC=CC1 pyrazolium bisulfate